1,4,7-triazacyclononane-1,4,7-triacetic acid di-tert-butyl ester C(C)(C)(C)OC(CN1CCN(CCN(CC1)CC(=O)OC(C)(C)C)CC(=O)O)=O